tert-butyl (2-((4-(2,9-dichloro-5-ethyl-6-oxo-5,6-dihydro-7H-benzo[d]pyrido[3,2-f][1,3]diazepin-7-yl)-3,5-difluorophenyl)amino)ethyl)carbamate ClC1=CC=2C3=C(N(C(N(C2N=C1)CC)=O)C1=C(C=C(C=C1F)NCCNC(OC(C)(C)C)=O)F)C=C(C=C3)Cl